2-methyl-4,5-dihydrofuran-3-yl triflate O(S(=O)(=O)C(F)(F)F)C1=C(OCC1)C